2-(4-(propylthio)phenyl)acetic acid C(CC)SC1=CC=C(C=C1)CC(=O)O